6-chloro-1-(cyclohexylmethyl)-N-(1-(3,4,5-trimethoxyphenyl)-1H-imidazol-4-yl)-1H-pyrazolo[3,4-d]pyrimidin-4-amine ClC1=NC(=C2C(=N1)N(N=C2)CC2CCCCC2)NC=2N=CN(C2)C2=CC(=C(C(=C2)OC)OC)OC